CC1=NN(C=2C1=NC(=CC2NCC2=NN(C=N2)C)C=2C(=NC=CC2)OCCC)C(CC)C methyl-1-[1-methylpropyl]-N-[(1-methyl-1,2,4-triazol-3-yl)methyl]-5-(2-propoxy-3-pyridinyl)pyrazolo[4,3-b]pyridin-7-amine